NC=1C=C(CN2CCN(CC2)C2=NN=C(S2)NC(CC2=CC=CC=C2)=O)C=CC1 N-(5-(4-(3-aminobenzyl)piperazin-1-yl)-1,3,4-thiadiazol-2-yl)-2-phenylacetamide